4-[8-(3-methoxycyclobutyl)-3,8-diazabicyclo[3.2.1]octan-3-yl]-6-(1-methylpyrazol-4-yl)pyrrolo[1,2-b]pyridazine COC1CC(C1)N1C2CN(CC1CC2)C=2C=1N(N=CC2)C=C(C1)C=1C=NN(C1)C